C(C1=CC=CC=C1)N1C[C@@H]2C[C@@H]([C@H](C1)N2C(=O)OC(C)(C)C)OCC tert-butyl (1S,5S,6S)-3-benzyl-6-ethoxy-3,8-diazabicyclo[3.2.1]octane-8-carboxylate